4-(1H-benzo[d]imidazol-1-yl)-N-(pyridin-4-yl)thiophene-2-carboxamide N1(C=NC2=C1C=CC=C2)C=2C=C(SC2)C(=O)NC2=CC=NC=C2